5-ethyl-6-fluoro-4-(8-fluoro-2-(((2R,7aS)-2-fluorotetrahydro-1H-pyrrolizin-7a(5H)-yl)methoxy)-4-(1-oxa-7-azaspiro[4.5]decan-7-yl)pyrido[4,3-d]pyrimidin-7-yl)naphthalen-2-ol C(C)C1=C2C(=CC(=CC2=CC=C1F)O)C1=C(C=2N=C(N=C(C2C=N1)N1CC2(CCCO2)CCC1)OC[C@]12CCCN2C[C@@H](C1)F)F